C(C)N(CC)CCC=1C=NC(=CC1)C=C N,N-diethyl-2-(6-vinyl-3-pyridyl)ethylamine